CC1=CC=C(C=N1)N/C(=C/C(=O)OC)/C methyl (2E)-3-[(6-methylpyridin-3-yl)amino]but-2-enoate